IC=1C=C(C2=C(C(=CO2)C)C1)C(=O)OC Methyl 5-iodo-3-methyl-benzofuran-7-carboxylate